pentazocine bissebacate C(CCCCCCCCC(=O)O)(=O)O.C(CCCCCCCCC(=O)O)(=O)O.OC1=CC=2C3(C)C(C)C(CC2C=C1)N(CC=C(C)C)CC3